The molecule is a pentacyclic triterpenoid, a glycoside and a carbohydrate derivative. It has a role as an antifungal agent. It derives from a hydride of a lanostane. C[C@@H]1[C@H]([C@@H]([C@H]([C@@H](O1)O[C@@H]2[C@H]([C@@H](CO[C@H]2O[C@H]3CC[C@@]4([C@@H]5CC[C@]67[C@H](CC[C@]6(C5=CC[C@H]4C3(C)C)C)[C@](OC7=O)(C)C[C@H](CC(C)C)OC(=O)C)C)O[C@H]8[C@@H]([C@H]([C@@H]([C@H](O8)CO)O)O[C@H]9[C@@H]([C@H]([C@@H]([C@H](O9)CO)O)OC)O)O)O)O)O)O[C@H]1[C@@H]([C@H]([C@@H](CO1)O)O[C@H]1[C@@H]([C@H]([C@@H]([C@H](O1)CO)O)OC)O)O